disodium hydrogen phosphate citrate C(CC(O)(C(=O)O)CC(=O)[O-])(=O)[O-].P(=O)(O)(O)O.[Na+].[Na+]